7-((bicyclo[1.1.1]pentan-1-ylamino)methyl)-N-(3-((1s,3s)-3-(cyanomethyl)-1-(4-methyl-4H-1,2,4-triazol-3-yl)cyclobutyl)phenyl)-3,3-dimethyl-2,3-dihydrofuro[3,2-b]pyridine-5-carboxamide C12(CC(C1)C2)NCC2=C1C(=NC(=C2)C(=O)NC2=CC(=CC=C2)C2(CC(C2)CC#N)C2=NN=CN2C)C(CO1)(C)C